2-(4-(8-(5-(1-(3-cyclopentyl-1H-pyrazol-1-yl)ethyl)-1,2,4-oxadiazol-3-yl)-2-((S)-2,2-dimethylcyclopropane-1-carbonyl)-2,6-diazaspiro[3.4]octane-6-carbonyl)-1H-pyrazol-1-yl)acetonitrile C1(CCCC1)C1=NN(C=C1)C(C)C1=NC(=NO1)C1CN(CC12CN(C2)C(=O)[C@@H]2C(C2)(C)C)C(=O)C=2C=NN(C2)CC#N